ClC=1C=C(C(=O)O)C=C(C1)S(=O)(=O)C(F)F 3-chloro-5-(difluoromethyl-sulfonyl)benzoic acid